1-(4-((dimethylamino)methyl)-3,5-dimethoxyphenyl)-3-methylpyrido[3,4-d]pyridazin CN(C)CC1=C(C=C(C=C1OC)C1=C2C(=CN(N1)C)C=NC=C2)OC